[Ca+2].[OH-].[Ca+2].[OH-].[OH-].[OH-] calcium hydroxide calcium salt